(methacryloxyethyl)methyldimethoxysilane C(C(=C)C)(=O)OCC[Si](OC)(OC)C